CN1CC(=O)N(C1=N)P(=O)([O-])[O-].[Na+].[Na+] Creatinine phosphate disodium salt